CC=1C(=NC(=NC1)NC=1C=CC(=NC1)N1[C@H]2CO[C@@H](C1)C2)NC=2C=CC1=C(NC(O1)=O)C2 5-methyl-N2-{2-[(1R,4R)-2-oxa-5-azabicyclo[2.2.1]heptan-5-yl]pyridin-5-yl}-N4-(2-oxo-2,3-dihydro-1,3-benzoxazol-5-yl)-2,4-pyrimidinediamine